C(C)(C)C1=CC(=CS1)C#N 5-isopropylthiophene-3-carbonitrile